[3-(dimethylamino)propyl]diethoxymethylsilane CN(CCC[SiH2]C(OCC)OCC)C